2-[2,5-dimethyl-4-(1-tetrahydropyran-2-yl-3-vinyl-pyrazolo[3,4-c]pyridin-5-yl)pyrazol-3-yl]oxy-N-ethyl-ethanamine CN1N=C(C(=C1OCCNCC)C=1C=C2C(=CN1)N(N=C2C=C)C2OCCCC2)C